6,6-dimethyl-azabicyclo[3.1.0]hexane CC1(C2CCCN12)C